C(C)C(CC=1C(=C(C(=C(C1C(=O)O)C(=O)O)CC(CCCC)CC)C(=O)O)CC(CCCC)CC)CCCC.FC1=C(C=C(C=C1)NC(C1=NC=CC(=C1)C(F)(F)F)=O)C1=CC2=C(N=C(N=C2)NC)N2C1=NCC2 N-(4-fluoro-3-(2-(methylamino)-8,9-dihydroimidazo[1',2':1,6]pyrido[2,3-d]pyrimidin-6-yl)phenyl)-4-(trifluoromethyl)picolinamide tri-(2-ethylhexyl)trimellitate